ClC1=C(C=CC(=C1)F)CC(=O)NC=1C=C(N=NC1)CC(=O)NC1=CC=C(C=C1)F {5-[2-(2-chloro-4-fluorophenyl)acetylamino]pyridazin-3-yl}-N-(4-fluorophenyl)acetamide